O[C@H]1[C@@H](COC2=CC(=CC=C12)C1=C(C=CC=C1)NS(=O)(=O)C)CC1=NC=CC=C1 N-(2-((trans)-4-hydroxy-3-(pyridin-2-ylmethyl)chroman-7-yl)phenyl)methanesulfonamide